ClC1=NC(=CC(=N1)C#N)NC1=NOC(=C1C)C 2-chloro-6-[(4,5-dimethylisoxazol-3-yl)amino]pyrimidine-4-carbonitrile